phenyl (4-((3-(dimethylamino)azetidin-1-yl)methyl)-3-(trifluoromethyl)phenyl)carbamate CN(C1CN(C1)CC1=C(C=C(C=C1)NC(OC1=CC=CC=C1)=O)C(F)(F)F)C